FC1=C(C2=C(C=C(C=C2C=C1)OCOC)OCOC)CCO 2-(2-fluoro-6,8-bis(methoxymethoxy)naphthalen-1-yl)ethan-1-ol